(1R,2S,5S)-8-((4-bromobenzyl)(methyl)carbamoyl)-3-(diphenylcarbamoyl)-3,8-diazabicyclo[3.2.1]octane-2-carboxylic acid BrC1=CC=C(CN(C(=O)N2[C@H]3[C@H](N(C[C@@H]2CC3)C(N(C3=CC=CC=C3)C3=CC=CC=C3)=O)C(=O)O)C)C=C1